FC(C(=O)N1CC(C1)N1N=C(C=2C1=NC=C(C2)C)C2=CC=C(C=C2)C(F)(F)F)=C 2-fluoro-1-(3-(5-methyl-3-(4-(trifluoromethyl)phenyl)-1H-pyrazolo[3,4-b]pyridin-1-yl)azetidin-1-yl)propan-2-en-1-one